FC1=CC=C(C(=O)[C@H]2N(C(OC2)(C)C)C(=O)OC(C)(C)C)C=C1 tert-butyl (4S)-4-(4-fluorobenzoyl)-2,2-dimethyl-oxazolidine-3-carboxylate